6-(cyclopropoxy)-3-fluoro-2-(4-iodo-2-methylpyrazol-3-yl)-4-(tetrahydro-1H-pyrrol-1-yl)benzene-1-Nitrile C1(CC1)OC1=CC(=C(C(=C1C#N)C=1N(N=CC1I)C)F)N1CCCC1